3-bromo-1-(3-chloropyridin-2-yl)-N-(2,4-dichloro-6-(N-butylaminoformyl)phenyl)-N-methyl-1H-pyrazole-5-carboxamide BrC1=NN(C(=C1)C(=O)N(C)C1=C(C=C(C=C1C(=O)NCCCC)Cl)Cl)C1=NC=CC=C1Cl